FC(C(=O)O)(F)F.C(#N)C1=CN=C(C2=CC(=CC=C12)C=1C=C(C(=NC1)OC)NS(=O)(=O)C1=C(C=C(C=C1)F)F)N1CCNCC1 N-(5-(4-cyano-1-(piperazin-1-yl)isoquinolin-7-yl)-2-methoxypyridin-3-yl)-2,4-difluorobenzenesulfonamide trifluoroacetate salt